NC=1C(=NC=C(C1)C1=CC(=CC=C1)Cl)C(=O)N1CCC(CC1)OC1CCN(CC1)CC(=O)N1CCN(CC1)C(=O)C=1C=C(C=CC1F)CC1=NNC(C2=CC=CC=C12)=O 4-[[3-[4-[2-[4-[[1-[3-amino-5-(3-chlorophenyl)pyridine-2-carbonyl]-4-piperidyl]oxy]-1-piperidyl]acetyl]piperazine-1-carbonyl]-4-fluoro-phenyl]methyl]-2H-phthalazin-1-one